C(C1=CC=CC=C1)NC(=O)N1[C@@H]2N(C(C[C@@H]1CO)=O)[C@H](C(N(C2)CC2=CC=CC1=CC=CC=C21)=O)CC2=CC=C(C=C2)O (2R,6S,9aS)-N-benzyl-6-(4-hydroxybenzyl)-2-(hydroxymethyl)-8-(naphthalen-1-ylmethyl)-4,7-dioxooctahydro-1H-pyrazino[1,2-a]pyrimidine-1-carboxamide